CC1(C2=CC(=CC=C2C(C=2C3=C(OC21)C=C(C=C3)OC(NC3CCCCC3)=O)=O)OC[C@H]([C@@H](CO)O)O)C Cyclohexyl-carbamic acid 6,6-dimethyl-11-oxo-8-((2R,3R)-2,3,4-trihydroxy-butoxy)-6,11-dihydro-benzo[b]naphtho[2,3-d]furan-3-yl ester